IC=1C(=NN(C1)C(C1=CC=CC=C1)(C1=CC=CC=C1)C1=CC=CC=C1)C=O 4-iodo-1-trityl-pyrazole-3-carbaldehyde